(3-(5-(2-cyclopropylpyrimidin-5-yl)-1H-pyrazolo[3,4-b]pyridine-3-carbonyl)-2,4-difluorophenyl)-1-phenylmethanesulfonamide C1(CC1)C1=NC=C(C=N1)C=1C=C2C(=NC1)NN=C2C(=O)C=2C(=C(C=CC2F)C(S(=O)(=O)N)C2=CC=CC=C2)F